C#CCCC 1-Pentyne